NC1=NC=C2C=C(C(=NC2=C1)N(CC1=CC=C(C=C1)OC)CC1=CC=C(C=C1)OC)C=1C(=CC(=NC1)C(CC)=O)C 1-[5-(7-amino-2-{bis[(4-methoxyphenyl)methyl]amino}-1,6-naphthyridin-3-yl)-4-methylpyridin-2-yl]propan-1-one